FCC=1C=C(C(=C2C=CN(C12)S(=O)(=O)C1=CC=C(C)C=C1)CN1N=C2C=C(C=CC2=C1)C#N)OC 2-((7-(fluoromethyl)-5-methoxy-1-tosyl-1H-indol-4-yl)methyl)-2H-indazole-6-carbonitrile